[Ta].[Cu].[Al] aluminum-copper-tantalum